C(C)(=O)OCCCCCCCCCC\C=C/CC (Z)-11-tetradecene-yl acetate